C(#N)C(C(=O)NC=1C=CC=C2C(=CNC12)C1=CC(=NC(=C1)C)NC(=O)C1CC1)=C(C)C N-(4-(7-(2-cyano-3-methylbut-2-enamido)-1H-indol-3-yl)-6-methylpyridin-2-yl)cyclopropanecarboxamide